N1(CCNCC1)C1=NC(=CN=C1)COC1=NC=CC(=C1)C1=NOC(=N1)C(F)(F)F 2-piperazin-1-yl-6-[({4-[5-(trifluoromethyl)-1,2,4-oxadiazol-3-yl]pyridin-2-yl}oxy)methyl]pyrazine